C(CCC#CC)(=O)O hex-4-ynoic acid